ClC=1C=C(C=CC1)[C@@H](CN(C)C1CC1)N1C(C=C(C=C1)C1=CNC2=NC=C(C=C21)N2CCOCC2)=O (S)-1-(1-(3-chlorophenyl)-2-(cyclopropyl(methyl)amino)ethyl)-4-(5-morpholino-1H-pyrrolo[2,3-b]pyridin-3-yl)pyridin-2(1H)-one